C(C=C)(=O)N1CC2(CN(C2)C2=CC=C(C=C2)C=2C=3N(C=C(C2)C=2C=NC(=CC2)N2CCN(CC2)C)N=CC3C#N)C1 4-(4-(6-propenoyl-2,6-diazaspiro[3.3]heptan-2-yl)phenyl)-6-(6-(4-methylpiperazin-1-yl)pyridin-3-yl)pyrazolo[1,5-a]pyridine-3-carbonitrile